2-Chloro-5-methylisonicotinate ClC=1C=C(C(=O)[O-])C(=CN1)C